Cyclopropanecarboxylic acid [4-(2-{2-[3-(5-tert-butyl-2-methyl-2H-pyrazol-3-yl)-ureido]-thiazol-5-yl}-ethyl)-pyridin-2-yl]-amide C(C)(C)(C)C=1C=C(N(N1)C)NC(NC=1SC(=CN1)CCC1=CC(=NC=C1)NC(=O)C1CC1)=O